(S)-2-(3-((t-butoxycarbonyl)amino)-2-oxobutyl)-6-methylbenzoic acid C(C)(C)(C)OC(=O)N[C@H](C(CC1=C(C(=O)O)C(=CC=C1)C)=O)C